cis-benzyl 2-(methyl(m-tolyl)carbamoyl)-1-(6-methyl-4-(trifluoromethyl)pyridin-2-yl)octahydro-4H-pyrrolo[3,2-b]pyridine-4-carboxylate CN(C(=O)C1CC2N(CCCC2N1C1=NC(=CC(=C1)C(F)(F)F)C)C(=O)OCC1=CC=CC=C1)C=1C=C(C=CC1)C